tert-Butyl (1R,3S,5S)-5-((allyloxy)methyl)-3-((3-((allyloxy)methyl)-6-bromopyridin-2-yl)carbamoyl)-2-azabicyclo[3.1.0]hexane-2-carboxylate C(C=C)OC[C@]12C[C@H](N([C@@H]2C1)C(=O)OC(C)(C)C)C(NC1=NC(=CC=C1COCC=C)Br)=O